CC1=C(C=CC(=C1)S(=O)(=O)N1CCOCC1)B(O)O 2-METHYL-4-(MORPHOLINOSULFONYL)PHENYLBORONIC ACID